8-chloro-N-[(2,2-dimethyl-3H-benzofuran-5-yl)methyl]-7,9-dimethyl-pyrido[3',2':4,5]thieno[3,2-d]pyrimidin-4-amine ClC1=C(C2=C(SC3=C2N=CN=C3NCC=3C=CC2=C(CC(O2)(C)C)C3)N=C1C)C